2,4,6-tris(2-hydroxy-4-isooctyloxycarbonylisopropylidenepropylphenyl)-s-triazine OC1=C(C=CC(=C1C(CC)=C(C)C)C(=O)OCCCCCC(C)C)C1=NC(=NC(=N1)C1=C(C(=C(C=C1)C(=O)OCCCCCC(C)C)C(CC)=C(C)C)O)C1=C(C(=C(C=C1)C(=O)OCCCCCC(C)C)C(CC)=C(C)C)O